ICC=C=C 4-iodo-1,2-butadiene